C(C)C(CC1(CCC(CC1)([2H])CC(CCCC)CC)[2H])CCCC Di-(2-ethylhexyl)-cyclohexan-1,4-d